ClCC1C(CCCC1)CCl 1,2-bis(chloromethyl)cyclohexane